2,4,6-trihydroxypurine OC=1N=C(C2=NC=NC2(N1)O)O